7-ethyl-4-(4-fluoro-3-(6-methoxy-1-(methylsulfonyl)-1H-indol-5-yl)phenyl)-7H-imidazo[4,5-c]pyridazine C(C)N1C=NC2=C1N=NC=C2C2=CC(=C(C=C2)F)C=2C=C1C=CN(C1=CC2OC)S(=O)(=O)C